2-(1-benzyl-1H-pyrazol-4-yl)-3-methylmorpholine C(C1=CC=CC=C1)N1N=CC(=C1)C1C(NCCO1)C